O1C(=CC2=C1C=CC=C2)S(=O)(=O)NC2=C(C=CC=C2)C#CC2=CC=C(C(=O)O)C=C2 4-{2-[2-(1-benzofuran-2-sulfonamido)phenyl]ethynyl}benzoic acid